2-(4-(6-(4-Chloro-2-fluorobenzyloxy)pyridin-2-yl)-2-fluorobenzyl)-1-((1-ethyl-1H-imidazol-5-yl)methyl)-1H-benzo[d]imidazole-6-carboxylic acid ClC1=CC(=C(COC2=CC=CC(=N2)C2=CC(=C(CC3=NC4=C(N3CC3=CN=CN3CC)C=C(C=C4)C(=O)O)C=C2)F)C=C1)F